4-acetyl-N-(4-(3-amino-1H-pyrazolo[4,3-b]pyridin-5-yl)-3-chlorophenyl)-3,4-dihydro-2H-benzo[b][1,4]oxazine-6-sulfonamide C(C)(=O)N1C2=C(OCC1)C=CC(=C2)S(=O)(=O)NC2=CC(=C(C=C2)C2=CC=C1C(=N2)C(=NN1)N)Cl